tert-butyl ((S)-(7-((S)-1-((((1R*,3S*)-3-(aminomethyl)-2,2-difluorocyclopropyl)methyl)amino)-2-methoxyethyl)imidazo[1,2-b]pyridazin-2-yl)(4,4-difluorocyclohexyl)methyl)carbamate NC[C@H]1C([C@H]1CN[C@H](COC)C1=CC=2N(N=C1)C=C(N2)[C@H](C2CCC(CC2)(F)F)NC(OC(C)(C)C)=O)(F)F |o1:2,4|